(R)-1-(imidazo[1,2-a]pyridin-5-yl)propan-2-amine N=1C=CN2C1C=CC=C2C[C@@H](C)N